4-(methyl((S)-2,2,2-trifluoro-1-(4-((1-phenyl-5-(trifluoromethyl)-1H-pyrazol-4-yl)amino)phenyl)ethyl)carbamoyl)cyclohexane-1-carboxylic acid CN(C(=O)C1CCC(CC1)C(=O)O)[C@H](C(F)(F)F)C1=CC=C(C=C1)NC=1C=NN(C1C(F)(F)F)C1=CC=CC=C1